ClC=1C=C(C(=NC1)N1C(C(N(C(C1)=O)CC1=CC=C(C=C1)C(F)(F)F)C12CC(C1)(C2)C(=O)OCC)=O)F ethyl 3-(4-(5-chloro-3-fluoropyridin-2-yl)-3,6-dioxo-1-(4-(trifluoro-methyl)benzyl)piperazin-2-yl)bicyclo[1.1.1]pentane-1-carboxylate